4-fluoro-N-[(1s,4s)-4-{[2-(pyrrolidin-1-yl)-6-(trifluoromethyl)pyrimidin-4-yl]amino}cyclohexyl]benzamide FC1=CC=C(C(=O)NC2CCC(CC2)NC2=NC(=NC(=C2)C(F)(F)F)N2CCCC2)C=C1